OC1CN(C1)C(=O)OC1CCC(CC1)C(N(C1=NC=CC(=C1)C=1C=NN(C1)C(C)C)CC12CCC(CC1)(CC2)C2CCC(CC2)(C)C)=O 4-(((4-(4,4-Dimethylcyclohexyl)bicyclo[2.2.2]octan-1-yl)methyl)(4-(1-isopropyl-1H-pyrazol-4-yl)pyridin-2-yl)carbamoyl)cyclohexyl trans-3-hydroxyazetidine-1-carboxylate